N-METHYLSEROTONIN CNCCC1=CNC2=C1C=C(C=C2)O